NCCNC(CN([C@H]1[C@@H](CCCC1)N(CC(=O)O)CC(=O)O)CC(=O)O)=O 2,2'-({(1R,2R)-2-[{2-[(2-aminoethyl)amino]-2-oxoethyl}(carboxymethyl)amino]cyclohexyl}-azanediyl)diacetic acid